(1RS,2RS,4RS,6SR,8RS,9RS,11E)-11-ethylidene-4-methyl-5-oxatetracyclo[7.2.1.02,8.04,6]dodecane C(/C)=C\1/C[C@@H]2[C@H]3C[C@@H]4O[C@@]4(C[C@H]3[C@H]1C2)C |r|